ClC1=CC=C2NC(C(=[N+](C2=C1)[O-])C(=O)OC)=O 7-chloro-2-(methoxycarbonyl)-3-oxo-3,4-dihydroquinoxaline 1-oxide